1-ethyl-3-(trifluoromethyl)-1H-pyrazol C(C)N1N=C(C=C1)C(F)(F)F